C(C=C)#N (S)-acrylonitrile